ClC(C(F)(F)F)Cl dichloro-2,2,2-trifluoro-ethane